CC1(S(CCCC1NC1=NC=C(C=2N=CN(C(C21)=O)C)C2=CC=C(C=C2)C(F)(F)F)(=O)=O)C 5-((2,2-dimethyl-1,1-dioxotetrahydro-2H-thiopyran-3-yl)amino)-3-methyl-8-(4-(trifluoromethyl)phenyl)pyrido[4,3-d]pyrimidin-4(3H)-one